O=S1(CC(C=C1)N1C(C(=CC2=CC=C(C=C12)F)C(=O)N)=O)=O (1,1-Dioxido-2,3-dihydrothiophen-3-yl)-7-fluoro-2-oxo-1,2-dihydroquinoline-3-carboxamide